(2-Fluoro-ethyl)-(2-p-tolyl-imidazo[1,2-a]pyridin-7-yl)-amine FCCNC1=CC=2N(C=C1)C=C(N2)C2=CC=C(C=C2)C